C(CCC)N(C1=NC(=NC(=N1)N(CCCC)CCCC)Cl)CCCC N,N,N',N'-Tetrabutyl-6-chloro-1,3,5-triazine-2,4-diamine